4-chloro-1-(1-(cyclopropanecarbonyl)pyrrolidin-3-yl)-N-(3-methyl-5-(phenylethynyl)pyridin-2-yl)-1H-pyrazole-5-carboxamide ClC=1C=NN(C1C(=O)NC1=NC=C(C=C1C)C#CC1=CC=CC=C1)C1CN(CC1)C(=O)C1CC1